ethyl 2-((2-chloro-4-((4-(5-methyl-3-(trifluoromethyl)-1H-pyrazol-1-yl)benzyl)amino)pyrimidin-5-yl)oxy)acetate ClC1=NC=C(C(=N1)NCC1=CC=C(C=C1)N1N=C(C=C1C)C(F)(F)F)OCC(=O)OCC